ClC1=NC(=C2N=C(NC2=N1)C)N1[C@H](CN([C@@H](C1)CC)C(C1=CC=C(C=C1)C(F)(F)F)C1CC(C1)(F)F)C 2-Chloro-6-((2S,5R)-4-((3,3-difluorocyclobutyl)(4-(trifluoromethyl)phenyl)methyl)-5-ethyl-2-methylpiperazin-1-yl)-8-methyl-9H-purine